ClC1=C(C=CC=C1OC1COC1)C(CC)=O (2-chloro-3-(oxetan-3-yloxy)phenyl)propan-1-one